FC1=C(NC=2C3=C(N=CN2)C=NC(=C3)C3CN(C3)C(=O)OC(C)(C)C)C=CC=C1C#C[Si](C)(C)C tert-butyl 3-[4-[2-fluoro-3-(2-trimethylsilylethynyl)anilino]pyrido[3,4-d]pyrimidin-6-yl]azetidine-1-carboxylate